C(=C)C1=CC=C(C=C1)C=1C(=C(C=CC1NC1=CC=C(C=C1)C=C)C1=CC=C(C=C1)NC1=CC=C(C=C1)C=C)C1=CC=C(C=C1)C=C bis(4-vinylphenyl)-N,N'-bis(4-vinylphenyl)biphenyl-4,4'-diamine